N-(cyclopropylmethyl)ethan-1-amine C1(CC1)CNCC